(R)-1-(3-(1',2'-dihydrospiro[cyclopropane-1,3'-pyrrolo[2,3-b]pyridin]-5'-yl)-2-fluorobenzoyl)-2-methylpyrrolidine-2-carbonitrile N1CC2(C=3C1=NC=C(C3)C=3C(=C(C(=O)N1[C@](CCC1)(C#N)C)C=CC3)F)CC2